3-((3-((R)-4-((3-(1H-Pyrazol-1-yl)propanoyl)oxy)-2-hydroxy-3,3-dimethyl butanamido)propanoyl)oxy)propane-1,2-diyl bis(2-hexyldecanoate) C(CCCCC)C(C(=O)OCC(COC(CCNC([C@@H](C(COC(CCN1N=CC=C1)=O)(C)C)O)=O)=O)OC(C(CCCCCCCC)CCCCCC)=O)CCCCCCCC